CC1=NN2C(C=C(C=C2)C2=C(C=CC(=N2)C#N)C=2C=NN(C2)CC(C)(C)C)=N1 6-(2-methyl-[1,2,4]triazolo[1,5-a]pyridin-7-yl)-5-(1-neopentyl-1H-pyrazol-4-yl)picolinonitrile